2-(4-(benzyloxy)-3-bromophenyl)acetic acid C(C1=CC=CC=C1)OC1=C(C=C(C=C1)CC(=O)O)Br